(R)-N-(1-(4-methoxyphenyl)ethyl)-N-(2-(4-methylpiperazin-1-yl)ethyl)prop-2-en-1-amine COC1=CC=C(C=C1)[C@@H](C)N(CC=C)CCN1CCN(CC1)C